5-(3-isopropyl-5-(piperidin-4-yl)-1H-indol-2-yl)-1-(2-methoxyethyl)-3-methylpyridin-2(1H)-one C(C)(C)C1=C(NC2=CC=C(C=C12)C1CCNCC1)C=1C=C(C(N(C1)CCOC)=O)C